4-chloro-5-(1-methylpiperidin-4-yl)benzene-1,2-diamine ClC=1C=C(C(=CC1C1CCN(CC1)C)N)N